(S)-alpha-fluoro-4-fluorophenylethanol F[C@](C)(O)C1=CC=C(C=C1)F